(2S,4R)-N-[7-cyano-2-[[2-oxo-3-(3-oxo-4H-pyrazino[2,3-b][1,4]oxazin-6-yl)-1-oxa-3,8-diazaspiro[4.5]decan-8-yl]methyl]indan-5-yl]-4-hydroxy-pyrrolidine-2-carboxamide C(#N)C=1C=C(C=C2CC(CC12)CN1CCC2(CN(C(O2)=O)C2=NC3=C(OCC(N3)=O)N=C2)CC1)NC(=O)[C@H]1NC[C@@H](C1)O